C(C)(C)(C)N1CCC(CC1)C1=CNC2=C(C=CC=C12)NCC#C tert-butyl-4-(7-(prop-2-yn-1-ylamino)-1H-indol-3-yl)piperidine